C(C)OC1=C(C=C2C(=NC=NC2=C1)OC1=C(C=C(N)C=C1)F)[N+](=O)[O-] 4-((7-ethoxy-6-nitroquinazolin-4-yl)oxy)-3-fluoroaniline